COC([C@@H](NC(\C=C/C=1C(=NN(C1)C1=CC(=CC=C1)Cl)C1=CC(=CC=C1)OC)=O)CC1=CNC2=CC=CC=C12)=O (Z)-(3-(1-(3-chlorophenyl)-3-(3-methoxyphenyl)-1H-pyrazol-4-yl)acryloyl)-L-tryptophan methyl ester